FC1=C(C=C(C=C1)C)C1=CC=C2CC3(C(NC2=C1)=O)CN(CC3)C#N 7'-(2-fluoro-5-methylphenyl)-2'-oxo-1',4'-dihydro-2'H-spiro[pyrrolidine-3,3'-quinoline]-1-carbonitrile